5-((4-(4-amino-7-(1-isobutyrylpiperidin-4-yl)pyrrolo[2,1-f][1,2,4]triazin-5-yl)phenyl)carbamoyl)-3-(4-fluorophenyl)-1-methyl-4-oxo-1,4-dihydropyridine-2-carboxylic acid NC1=NC=NN2C1=C(C=C2C2CCN(CC2)C(C(C)C)=O)C2=CC=C(C=C2)NC(=O)C=2C(C(=C(N(C2)C)C(=O)O)C2=CC=C(C=C2)F)=O